deoxygeraniol CC(C)=CCC\C(\C)=C\C